1-(1-(4'-((2-methoxyethoxy)methyl)-[1,1'-biphenyl]-4-yl)cyclopropyl)-3-(4-methyl-1-azabicyclo[3.2.2]non-4-yl)urea COCCOCC1=CC=C(C=C1)C1=CC=C(C=C1)C1(CC1)NC(=O)NC1(CCN2CCC1CC2)C